tert-butyl 5-(6-(cyclopropanecarboxamido)-1H-pyrrolo[2,3-b]pyridin-4-yl)-3,6-dihydropyridine-1(2H)-carboxylate C1(CC1)C(=O)NC1=CC(=C2C(=N1)NC=C2)C2=CCCN(C2)C(=O)OC(C)(C)C